(2S)-Methyl-4-(3-methyl-2-oxo-1,3-benzoxazol-6-yl)-N-(2-phenylethyl)piperidine-carboxamide C[C@@H]1N(CCC(C1)C1=CC2=C(N(C(O2)=O)C)C=C1)C(=O)NCCC1=CC=CC=C1